[N+](=O)([O-])C1=CC=C(NC([C@@H](NC([C@@H](NC([C@H]2NC(CC2)=O)=O)CC2=CC=CC=C2)=O)CC(C)C)=O)C=C1 L-pyroglutamyl-L-phenylalanyl-L-leucine-p-nitroanilide